COC(=O)C1=C(NC(=C1I)C1=C2C(=NC=C1)N(C=C2)S(=O)(=O)C2=CC=CC=C2)C2=C(C=C(C=C2)C)F 2-(2-fluoro-4-methylphenyl)-4-iodo-5-[1-(benzenesulfonyl)-1H-pyrrolo[2,3-b]pyridin-4-yl]-1H-pyrrole-3-carboxylic acid methyl ester